COC(=O)C=1C=C2C=CN(C2=CC1)CC1=CC=C(C=C1)C#N 1-(4-cyanobenzyl)-1H-indole-5-carboxylic acid methyl ester